BrC1=CC=C2C(OC(C2=C1)=O)CC1=C(C=C(C=C1)C(F)(F)F)C 6-bromo-3-(2-methyl-4-(trifluoromethyl)benzyl)isobenzofuran-1(3H)-one